7,7-difluoro-4-(hydroxymethyl)-6,7-dihydro-5H-cyclopenta[b]pyridine-2-carboxamide FC1(CCC=2C1=NC(=CC2CO)C(=O)N)F